CSCCC=O 3-(methylthio)-1-propanal